1,4-bis-triazine N1(CN=CN=C1)C1=NC=NC=N1